N-(6-Methoxy-6'-((trifluoromethyl)thio)-[2,3'-bipyridin]-5-yl)-5-methyl-3-phenyl-isoxazole-4-carboxamide COC1=C(C=CC(=N1)C=1C=NC(=CC1)SC(F)(F)F)NC(=O)C=1C(=NOC1C)C1=CC=CC=C1